C[C@H]1CN(C[C@H](O1)C)C1=NC=NC(=C1)[Sn](C)(C)C (2S,6R)-2,6-dimethyl-4-(6-(trimethylstannyl)pyrimidin-4-yl)morpholine